ethyl-N-[(6-methoxypyrimidin-4-yl)methyl]-6-methyl-4-[(1-methylcyclopropyl)amino]furo[2,3-d]pyrimidine-5-carboxamide C(C)C=1N=C(C2=C(N1)OC(=C2C(=O)NCC2=NC=NC(=C2)OC)C)NC2(CC2)C